ClC=1C=C(C=CC1)[C@H](C(=O)N1CC2=C(N=C(NC2=O)C2(CC2)C=2SC=C(N2)C)CC1)O (R)-6-(2-(3-chlorophenyl)-2-hydroxyacetyl)-2-(1-(4-methylthiazol-2-yl)cyclopropyl)-5,6,7,8-tetrahydropyrido[4,3-d]pyrimidin-4(3H)-one